NC1=NC=CC2=C(C(=CC=C12)CNC(=O)C=1SC(=C(C1)Cl)C)F N-((1-amino-5-fluoroisoquinolin-6-yl)methyl)-4-chloro-5-methylthiophene-2-carboxamide